CC1(N)CC=CC=C1 1-methyl-aniline